[N+](=O)([O-])C=1C=CC2=C(NC(CC(=N2)C2=CC(=CC=C2)B2OC(C(O2)(C)C)(C)C)=O)C1 8-Nitro-4-(3-(4,4,5,5-tetramethyl-1,3,2-dioxaborolan-2-yl)phenyl)-1H-benzo[b][1,4]diazepin-2(3H)-one